BrCC1=CC(=NC(=C1)C=1SC=C(N1)C)NC1CCC(CC1)(F)F 4-(bromomethyl)-N-(4,4-difluorocyclohexyl)-6-(4-methylthiazol-2-yl)pyridin-2-amine